OC1=CC=C(C=C1)NC(CC#N)CC 3-([4-hydroxyphenyl]amino)valeronitrile